N-(3-morpholin-4-ylpropyl)-3-(2,3,5,9-tetramethyl-7-oxofuro[3,2-g]chromen-6-yl)propanamide N1(CCOCC1)CCCNC(CCC=1C(OC2=C(C3=C(C=C2C1C)C(=C(O3)C)C)C)=O)=O